Dihydroazaindenone C1(NCC2=CC=CC=C12)=O